FC(C1=NC(=NO1)C=1C=C2CCC(C2=CC1)NC(=O)C=1N=C(OC1C)C)F N-(5-(5-(difluoromethyl)-1,2,4-oxadiazol-3-yl)-2,3-dihydro-1H-inden-1-yl)-2,5-dimethyloxazole-4-carboxamide